16-ethyl-5,8,11,14-tetraoxaeicos-15-ene C(C)C(=COCCOCCOCCOCCCC)CCCC